C=CCCCCCCC 1-nonene